COC(=O)C1=C2C(=NC(=C1)N1[C@@H](COCC1)C)C(=NN2C)C2=NN(C=C2)C2OCCCC2 1-Methyl-5-((R)-3-methylmorpholino)-3-(1-(tetrahydro-2H-pyran-2-yl)-1H-pyrazol-3-yl)-1H-pyrazolo[4,3-b]pyridine-7-carboxylic acid methyl ester